CO[Si](OC)(OC)CN(C[Si](OC)(OC)OC)C[Si](OC)(OC)OC tris(trimethoxysilylmethyl)amine